O1C(CC1)CNC=1C=C(C(=O)O)C=CC1 3-((oxetan-2-ylmethyl)amino)benzoic acid